N1C=NC(=C1)C(C)NC1=C(C=CC=C1)C1=NC(=CC=C1)OC (+)-N-(1-(1H-imidazol-4-yl)ethyl)-2-(6-methoxypyridin-2-yl)aniline